CC(CCCC)(C)[N+](=O)[O-] 5-methyl-5-nitrohexane